CN1C2=C(C=3C=CC(=CC13)C=1C=CC(=NC1)OC1CC(C1)OC=1C=CC(=NC1)C#CCOC=1C=C3CN(C(C3=CC1)=O)C1C(NC(CC1)=O)=O)C=NC=C2 3-(5-((3-(5-((1r,3r)-3-((5-(5-methyl-5H-pyrido[4,3-b]indol-7-yl)pyridin-2-yl)oxy)cyclobutoxy)pyridin-2-yl)prop-2-yn-1-yl)oxy)-1-oxoisoindolin-2-yl)piperidine-2,6-dione